5-(hexahydrofuro[3,4-b]pyrazin-1(2H)-yl)pyridine-2-carboxylic acid methyl ester COC(=O)C1=NC=C(C=C1)N1C2C(NCC1)COC2